(1R,2R,3S,5S)-3-((5-chloro-4-(8-fluoro-3-(2-hydroxypropan-2-yl)quinolin-6-yl)pyrimidin-2-yl)amino)-8-oxabicyclo[3.2.1]octan-2-ol ClC=1C(=NC(=NC1)N[C@@H]1[C@H]([C@H]2CC[C@@H](C1)O2)O)C=2C=C1C=C(C=NC1=C(C2)F)C(C)(C)O